tert-Butyl 3-(2-(tert-butylamino)-8-((3,4-dichlorophenyl)amino)-9H-purin-9-yl)pyrrolidine-1-carboxylate C(C)(C)(C)NC1=NC=C2N=C(N(C2=N1)C1CN(CC1)C(=O)OC(C)(C)C)NC1=CC(=C(C=C1)Cl)Cl